2-{[4-(3-methyl-1H-indazol-5-yl)-1-oxo-6-[(2,2,2-trifluoroethyl)amino]-2,3-dihydro-1H-isoindol-2-yl]methyl}prop-2-enamide CC1=NNC2=CC=C(C=C12)C1=C2CN(C(C2=CC(=C1)NCC(F)(F)F)=O)CC(C(=O)N)=C